C(=O)(C=C)C(N(C)C)CS(=O)(=O)O.FC1=C(C(=CC=C1F)OC)[Si](C)(C)C (2,3-difluoro-6-methoxyphenyl)trimethylsilane acryl-dimethyl-taurate